OCCN(CCO)CCO N,N,N-tri(2-hydroxyethyl)amine